2-(chloromethyl)-7-((2S,5R)-4-(1-(4-fluoro-2-(trifluoromethyl)phenyl)ethyl)-2,5-dimethylpiperazin-1-yl)-4-methylthiazolo[5,4-b]pyridin-5(4H)-one ClCC=1SC=2N(C(C=C(C2N1)N1[C@H](CN([C@@H](C1)C)C(C)C1=C(C=C(C=C1)F)C(F)(F)F)C)=O)C